dichlorodi-t-butyl-(4-dimethylaminophenyl)phosphine palladium (II) [Pd+2].ClC(C(C)(C)P(C1=CC=C(C=C1)N(C)C)C(C)(C)C)Cl